C(#C)[C@@H]1N(C[C@H](C1)OC1=NC=CC=C1)C(=O)OC Methyl (2R,4S)-2-ethynyl-4-(pyridin-2-yloxy)pyrrolidine-1-carboxylate